hydroxy(methyl)acrylic acid hydroxyethyl ester OCCOC(C(=CO)C)=O